2(S)-amino-6-boryl-hexanoic Acid N[C@H](C(=O)O)CCCCB